O=C1NC(CCC1N1C(C2=CC=CC(=C2C1=O)NC(CN1N=NC(=C1)CCC(=O)NC1=C2CN(C(C2=CC=C1)=O)C1C(NC(CC1)=O)=O)=O)=O)=O 3-(1-(2-((2-(2,6-dioxopiperidin-3-yl)-1,3-dioxoisoindolin-4-yl)amino)-2-oxoethyl)-1H-1,2,3-triazol-4-yl)-N-(2-(2,6-dioxopiperidin-3-yl)-1-oxoisoindolin-4-yl)propanamide